Methyl (3S)-3-(3-amino-2-chloro-4-fluorophenyl)-3-{[(R)-tert-butylsulfinyl]amino}-butanoate NC=1C(=C(C=CC1F)[C@@](CC(=O)OC)(C)N[S@](=O)C(C)(C)C)Cl